N-(2-((3-bromo-4-(pyrrolidin-1-yl)phenyl)sulfonamido)ethyl)morpholine-4-carboxamide trifluoroacetate FC(C(=O)O)(F)F.BrC=1C=C(C=CC1N1CCCC1)S(=O)(=O)NCCNC(=O)N1CCOCC1